N1=CC(=CC=C1)CCC1=CC=C(C=C1)CN1CC(C1)C(=O)O 1-({4-[2-(pyridin-3-yl)ethyl]phenyl}methyl)azetidine-3-carboxylic acid